4-amino-8-(3-chloropyridazin-4-yl)-N-propylisoquinoline-3-carboxamide NC1=C(N=CC2=C(C=CC=C12)C1=C(N=NC=C1)Cl)C(=O)NCCC